(3R)-3-amino-5-[(4-chlorophenyl)methyl]-8-fluoro-1,1-dioxo-7-[5-[(3,3,3-trifluoro-2-hydroxy-2-methyl-propyl)amino]-1,3,4-oxadiazol-2-yl]-2,3-dihydro-1lambda6,5-benzothiazepin-4-one N[C@H]1CS(C2=C(N(C1=O)CC1=CC=C(C=C1)Cl)C=C(C(=C2)F)C=2OC(=NN2)NCC(C(F)(F)F)(C)O)(=O)=O